BrC1=C(N=C(N1C1C(C1)C(F)(F)F)Cl)C(=O)NS(=O)(=O)C1=C(C=CC=C1)C 5-bromo-2-chloro-N-[(2-methylphenyl)sulfonyl]-1-[2-(trifluoromethyl)cyclopropyl]-1H-imidazole-4-carboxamide